N-((5-chloropyrazin-2-yl)methyl)isobutyramide ClC=1N=CC(=NC1)CNC(C(C)C)=O